6-(4-amino-3-(1,1-dioxidoisothiazolin-2-yl)phenyl)nicotinonitrile NC1=C(C=C(C=C1)C1=NC=C(C#N)C=C1)N1S(CCC1)(=O)=O